COC=1C=C(C=CC1NCC#CC=1N(C2=CC=CC(=C2C1)NC1CCN(CC1)C[C@@H]1OC(OC1)=O)CC(F)(F)F)S(=O)(=O)N 3-methoxy-4-[(3-{4-[(1-{[(4S)-2-oxo-1,3-dioxolan-4-yl]methyl}piperidin-4-yl)amino]-1-(2,2,2-trifluoroethyl)-1H-indol-2-yl}prop-2-yn-1-yl)amino]benzene-1-sulfonamide